(4,5,6,7-tetrahydropyrazolo[1,5-a]pyridin-2-yl)methyl ((7-cyano-2-(2,6-dioxopiperidin-3-yl)-4-fluoro-3-oxoisoindolin-5-yl)methyl)carbamate C(#N)C=1C=C(C(=C2C(N(CC12)C1C(NC(CC1)=O)=O)=O)F)CNC(OCC1=NN2C(CCCC2)=C1)=O